FC(OC=1C=NC(=NC1)N[C@@H]1C[C@H](CC1)NC1=NC=C(C=C1)C1=CC=CC=2N1N=CC2)F (1S,3S)-N1-(5-(difluoromethoxy)pyrimidin-2-yl)-N3-(5-(pyrazolo[1,5-a]pyridin-7-yl)pyridin-2-yl)cyclopentane-1,3-diamine